(R)-2-amino-2-(4-(trifluoromethyl)phenyl)ethan-1-ol N[C@@H](CO)C1=CC=C(C=C1)C(F)(F)F